methyl 2-fluoro-2,3,4,5-tetrahydrobenzo[f][1,4]thiazepine-8-carboxylate 1,1-dioxide FC1S(C2=C(CNC1)C=CC(=C2)C(=O)OC)(=O)=O